(2R,3S)-3-((5-fluoro-2-(2-methoxy-7-methylquinoxalin-5-yl)benzo[d]thiazol-6-yl)oxy)butan-2-yl (6-(methylcarbamoyl)pyridin-3-yl)carbamate CNC(=O)C1=CC=C(C=N1)NC(O[C@H](C)[C@H](C)OC1=CC2=C(N=C(S2)C2=C3N=CC(=NC3=CC(=C2)C)OC)C=C1F)=O